[P].[Zr].[Ti] titanium zirconium phosphorus